N[C@@H]1[C@@H](OCC12CCN(CC2)C=2C(=NC(=CN2)SC2=CC=1NC=3CCC(CC3C1N=C2Cl)OC)CO)C (3-((3S,4S)-4-amino-3-methyl-2-oxa-8-azaspiro[4.5]dec-8-yl)-6-((2-chloro-8-methoxy-6,7,8,9-tetrahydro-5H-pyrido[3,2-b]indol-3-yl)thio)pyrazin-2-yl)methanol